tert-butyl 2-(6-((4-cyano-2-fluorobenzyl)oxy)pyridin-2-yl)-2,6-dihydropyrrolo[3,4-c]pyrazole-5(4H)-carboxylate C(#N)C1=CC(=C(COC2=CC=CC(=N2)N2N=C3C(=C2)CN(C3)C(=O)OC(C)(C)C)C=C1)F